N-(2-(3-oxo-1-(4-(propan-2-ylidene)cyclohexyl)-1H-spiro[isoquinoline-4,4-piperidin]-2(3H)-yl)ethyl)methanesulfonamide O=C1N(C(C2=CC=CC=C2C12CCNCC2)C2CCC(CC2)=C(C)C)CCNS(=O)(=O)C